C1(O)=C(O)C(=CC=C1)C(=O)O pyrocatecholic acid